Cl.CN([C@H]1C[C@@H](CC1)N)C1=CC=C(C=C1)C(F)(F)F (1R,3R)-N1-methyl-N1-(4-(trifluoromethyl)phenyl)cyclopentane-1,3-diamine hydrochloride